piperidin-1-yl-ethanone N1(CCCCC1)C(C)=O